O1C(COCC1)[C@@H](C)O (1R)-1-[1,4-dioxan-2-yl]ethan-1-ol